C(CCCCCC(=O)OCCC(CCCCC)CCCCC)(=O)OCC(COC(CCC(OCCCC\C=C/CC)OCCCC\C=C/CC)=O)COC(=O)OCC1CN(CCC1)CC 1-(3-((4,4-bis(((Z)-oct-5-en-1-yl)oxy)butanoyl)oxy)-2-(((((1-ethylpiperidin-3-yl)methoxy)carbonyl)oxy)methyl)propyl) 7-(3-pentyloctyl) heptanedioate